2-oxo-5-(4-((2-((tetrahydrofuran-3-yl)amino)pyrimidin-5-yl)methoxy)phenyl)-6-(trifluoromethyl)-1,2-dihydropyridine-3-carboxamide O=C1NC(=C(C=C1C(=O)N)C1=CC=C(C=C1)OCC=1C=NC(=NC1)NC1COCC1)C(F)(F)F